4,4'-Bis(3-aminophenoxy)diphenyl sulfone C1=CC(=CC(=C1)OC2=CC=C(C=C2)S(=O)(=O)C3=CC=C(C=C3)OC4=CC=CC(=C4)N)N